(S)-2-amino-4-((1-hydroxypentan-2-yl)amino)-6-(2-methoxy-4-(pyrrolidin-1-ylmethyl)benzyl)pyridine NC1=NC(=CC(=C1)N[C@H](CO)CCC)CC1=C(C=C(C=C1)CN1CCCC1)OC